(1-(1,2,3-thiadiazole-5-carbonyl)piperidin-4-yl)(5-phenyl-4,5-dihydro-1H-pyrazol-1-yl)methanone S1N=NC=C1C(=O)N1CCC(CC1)C(=O)N1N=CCC1C1=CC=CC=C1